dimethylanilinium tetrakis(perfluoro-naphthyl)borate FC1=C(C2=C(C(=C(C(=C2C(=C1F)F)F)F)F)F)[B-](C1=C(C(=C(C2=C(C(=C(C(=C12)F)F)F)F)F)F)F)(C1=C(C(=C(C2=C(C(=C(C(=C12)F)F)F)F)F)F)F)C1=C(C(=C(C2=C(C(=C(C(=C12)F)F)F)F)F)F)F.C[NH+](C1=CC=CC=C1)C